methyl 6-amino-4-fluoro-7-isopropyl-1,3-benzothiazole-2-carboxylate NC1=C(C2=C(N=C(S2)C(=O)OC)C(=C1)F)C(C)C